ethyl-6-bromo-4-[(dimethylamino) methyl]-5-hydroxy-1-methyl-2-[(phenylsulfanyl) methyl]-indole-3-carboxylate hydrochloride monohydrate O.Cl.C(C)OC(=O)C1=C(N(C2=CC(=C(C(=C12)CN(C)C)O)Br)C)CSC1=CC=CC=C1